CC1C/C(=C(\\C=C\\C2=CC=C(/C(=C/3\\C(=C(C(O3)(C(C1=O)C(=O)O)C)O)O)/O2)C)/C)/C The molecule is a macrocycle isolated from Chaetomium globosum and has been shown to exhibit antifungal and cytotoxic activity. It has a role as a metabolite, an antineoplastic agent, an antifungal agent and a Chaetomium metabolite. It is a macrocycle, a cyclic ether, an oxo monocarboxylic acid and an enol.